1-(N-piperidinyl)-3-phenylbut-3-ene N1(CCCCC1)CCC(=C)C1=CC=CC=C1